(4Z)-4-(1,2,3-Benzothiadiazol-6-ylmethylene)-2-[[(1R)-1-(hydroxymethyl)-3-methyl-butyl]amino]-1H-imidazol-5-one S1N=NC2=C1C=C(C=C2)\C=C\2/N=C(NC2=O)N[C@H](CC(C)C)CO